Erbium deuteride [2H-].[Er+3].[2H-].[2H-]